1-(1-(1-(4,4,4-trifluorobutyl)pyrrolidin-3-yl)imidazo[4,5-d]pyrrolo[2,3-b]pyridin-2-yl)phenol FC(CCCN1CC(CC1)N1C(N=C2C1=C1C(N=C2)=NC=C1)C1(CC=CC=C1)O)(F)F